C(C)OC(=O)[C@H]1C[C@@H](CCC1)NC(=O)OC(C)(C)C (1R,3R)-3-(tert-Butoxycarbonylamino)cyclohexanecarboxylic acid ethyl ester